C1(CC1)NC(=O)C=1C=CC(=C(C1)C=1C=NC(=C(C(=O)NC2CN(C(C2)=O)C)C1)NC(CO)(C)C)C 5-(5-(cyclopropylcarbamoyl)-2-methylphenyl)-2-((1-hydroxy-2-methylpropan-2-yl)amino)-N-(1-methyl-5-oxopyrrolidin-3-yl)nicotinamide